tert-butyl (S)-2-(4-(chlorosulfonyl)-3,5-dimethoxyphenyl)pyrrolidine-1-carboxylate ClS(=O)(=O)C1=C(C=C(C=C1OC)[C@H]1N(CCC1)C(=O)OC(C)(C)C)OC